2-hydroxy-sn-glycero-3-phosphorylcholine OO[C@H](CO)COP(=O)(O)OCC[N+](C)(C)C